nickel (II) sulfate S(=O)(=O)([O-])[O-].[Ni+2]